NC1=C(SC=2N=C(N=C(C21)SC)C2=CC=CC=C2)C(=O)OCC Ethyl 5-amino-4-(methylthio)-2-phenylthieno[2,3-d]pyrimidine-6-carboxylate